2-((1-(2-cyano-3-(5-fluorothiophen-2-yl)-7-methylquinolin-5-yl)ethyl)amino)benzoic acid C(#N)C1=NC2=CC(=CC(=C2C=C1C=1SC(=CC1)F)C(C)NC1=C(C(=O)O)C=CC=C1)C